CN1CCC(CC1)N1N=CC(=C1)NC(=O)C=1C=C2C(=NC1)NC=C2C=2C=C1C(=NC=NC1=CC2)NC2CCN(CC2)C N-(1-(1-methylpiperidin-4-yl)-1H-pyrazol-4-yl)-3-(4-((1-methylpiperidin-4-yl)amino)quinazolin-6-yl)-1H-pyrrolo[2,3-b]pyridine-5-carboxamide